BrC=1C=C(C(C(=O)OC)=CC1O)C(=O)OC Dimethyl 4-bromo-5-hydroxyphthalate